FC=1C=C(C(=O)NNC(C2=CC=C(C=C2)N2CCCC2)=O)C=C(C1O)C=O 3-fluoro-5-formyl-4-hydroxy-N'-(4-(pyrrolidin-1-yl)benzoyl)benzohydrazide